FC1=CC(=CC2=C1N(C(=N2)C2=CC=C(C=C2)S(=O)(=O)C)C)C2CCN(CC2)C2CCN(CC2)CC2COC2 7-Fluoro-1-methyl-2-(4-(methylsulfonyl)phenyl)-5-(1'-(oxetan-3-ylmethyl)-[1,4'-bipiperidin]-4-yl)-1H-benzo[d]imidazol